C(C1=CC=CC=C1)C1=NC(=NN1)C(=O)N[C@@H]1C(N(C2=C(OC1)C=CC(=C2)C#CC2(CCCC2)O)C)=O (S)-5-benzyl-N-(7-((1-hydroxycyclopentyl)ethynyl)-5-methyl-4-oxo-2,3,4,5-tetrahydrobenzo[b][1,4]oxazepin-3-yl)-1H-1,2,4-triazole-3-carboxamide